CC1=CC=C(C=C1)S(=O)(=O)OC=1C2=C(N=C(N1)OC[C@]13CCCN3C[C@@H](C1)F)C(=C(N=C2)C2=CC(=CC1=CC=C(C(=C21)CC)F)O)F 7-(8-ethyl-7-fluoro-3-hydroxynaphthalen-1-yl)-8-fluoro-2-(((2R,7aS)-2-fluorotetrahydro-1H-pyrrolizin-7a(5H)-yl)methoxy)pyrido[4,3-d]pyrimidin-4-yl 4-methylbenzenesulfonate